N,N-bis(4-benzothien-2-yl-phenyl)-amine S1C(=CC2=C1C=CC=C2)C2=CC=C(C=C2)NC2=CC=C(C=C2)C=2SC1=C(C2)C=CC=C1